[Cl-].CC=1C=C(C=CC1)[N+]#N 3-METHYL-BENZENEDIAZONIUM CHLORIDE